N,N'-Bis(1-methylbutyl)methanediimine CC(CCC)N=C=NC(CCC)C